N1=CC=CC=C1.C(CC)S(=O)(=O)O.C(CC)S(=O)(=O)O.C(CC)S(=O)(=O)O.C(CC)S(=O)(=O)O.C(CC)S(=O)(=O)O.C(CC)S(=O)(=O)O.C(CC)S(=O)(=O)O.C(CC)S(=O)(=O)O.C(CC)S(=O)(=O)O.C(CC)S(=O)(=O)O.C(CC)S(=O)(=O)O.C(CC)S(=O)(=O)O.C(CC)S(=O)(=O)O.C(CC)S(=O)(=O)O Tetradecapropanesulfonic acid pyridine salt